4-((1-(4-(1H-tetrazol-5-yl)thiazol-2-yl)-3-([1,1'-biphenyl]-3-yl)-5-hydroxy-1H-pyrazol-4-yl)methyl)benzenesulfonamide N1N=NN=C1C=1N=C(SC1)N1N=C(C(=C1O)CC1=CC=C(C=C1)S(=O)(=O)N)C=1C=C(C=CC1)C1=CC=CC=C1